6-Bromo-3-(3,3-dimethylbut-1-ynyl)-5-fluoro-pyridin-2-amine BrC1=C(C=C(C(=N1)N)C#CC(C)(C)C)F